N1C(=CC=2C=NC=CC21)CNC(=O)[C@H]2N(C[C@@H](C2)OC(F)F)C(CNC(=O)C2=CC1=C(OC3=C1C(=CC=C3)F)C=C2)=O (2S,4R)-N-((1H-pyrrolo[3,2-c]pyridin-2-yl)methyl)-4-(difluoromethoxy)-1-((9-fluorodibenzo[b,d]furan-2-carbonyl)glycyl)pyrrolidine-2-carboxamide